5-bromo-7-iodo-2,3-dihydro-[1,4]dioxino[2,3-c]pyridine BrC1=NC(=CC2=C1OCCO2)I